C(C1=CC=CC=C1)N1C=NC(=C1)C=O 1-benzyl-1H-imidazole-4-carbaldehyde